N12C(CSC2CC1)C(=O)O.O=C1N=C2C(=CC=CC2=C1)C(=O)NCC1=CC=C(C=C1)OC(F)(F)F 2-oxo-N-(4-(trifluoromethoxy)benzyl)indole-7-carboxamide 4-thia-1-azabicyclo[3.2.0]heptane-2-carboxylate